(+/-)-trans-methyl 3-((5-(5-fluoro-1-tosyl-1H-pyrrolo[2,3-b]pyridin-3-yl)thiazolo[5,4-d]pyrimidin-7-yl)amino)bicyclo[2.2.2]octane-2-carboxylate FC=1C=C2C(=NC1)N(C=C2C=2N=C(C1=C(N2)SC=N1)NC1C(C2CCC1CC2)C(=O)OC)S(=O)(=O)C2=CC=C(C)C=C2